(6-chloro-5-ethyl-pyridazin-3-yl)-[(3R)-1-ethyl-3-piperidinyl]amine ClC1=C(C=C(N=N1)N[C@H]1CN(CCC1)CC)CC